3-[2-(2-methoxy-4-chlorobenzoyl)-1,2,3,4-tetrahydroisoquinolin-5-yl]-3-(7-methoxy-1-methyl-1H-benzo[d][1,2,3]triazol-5-yl)propionic acid COC1=C(C(=O)N2CC3=CC=CC(=C3CC2)C(CC(=O)O)C2=CC3=C(N(N=N3)C)C(=C2)OC)C=CC(=C1)Cl